tert-butyl 4-[[3-(4-amino-1-piperidyl)propyl-methyl-amino]methyl]piperidine-1-carboxylate NC1CCN(CC1)CCCN(C)CC1CCN(CC1)C(=O)OC(C)(C)C